trihydrogenorthosilicate [Si](O)(O)(O)[O-]